1-(2,2-difluorocyclopentyl)-3-[[2-(difluoromethoxy)pyridin-4-yl]methyl]urea FC1(C(CCC1)NC(=O)NCC1=CC(=NC=C1)OC(F)F)F